S1C=NC2=C1C=C(C=C2)\C=C\2/N=C(NC2=O)N[C@@H]2C[C@@H](CCC2)O |r| (±)-(4Z)-4-(1,3-benzothiazol-6-ylmethylene)-2-[[cis-3-hydroxycyclohexyl]amino]-1H-imidazol-5-one